monoimidazole bromine salt [Br].N1C=NC=C1